7-(8-Chloro-3-((1,1-dimethyl-3-oxo-1,3-dihydroisobenzofuran-5-yl)amino)-7-fluoroisoquinoline-6-yl)-8-methyl-2,3-dihydro-1H-pyrido[2,3-b][1,4]oxazine-1-carboxylate ClC=1C(=C(C=C2C=C(N=CC12)NC=1C=C2C(OC(C2=CC1)(C)C)=O)C1=C(C2=C(OCCN2C(=O)[O-])N=C1)C)F